N1=CC(=CC=C1)N1N=CC(=C1)C=O 1-(pyridin-3-yl)-1H-pyrazole-4-carbaldehyde